5-(chloromethyl)-3-(3-(4-chlorophenyl)cyclobutyl)-1,2,4-oxadiazole ClCC1=NC(=NO1)C1CC(C1)C1=CC=C(C=C1)Cl